isopropoxyphenyl-2,4,6-trimethylbenzoylphosphine oxide C(C)(C)OP(C(C1=C(C=C(C=C1C)C)C)=O)(C1=CC=CC=C1)=O